octadecyl [3-(3,5-di(tert-butyl)-4-hydroxyphenyl) propionate] C(C)(C)(C)C=1C=C(C=C(C1O)C(C)(C)C)CCC(=O)OCCCCCCCCCCCCCCCCCC